2,4,7-trimethyl-4-propyloct-6-enal CC(C=O)CC(CC=C(C)C)(CCC)C